(S)-4-(((S)-3-fluoro-2-methoxypropyl)(4-(5,6,7,8-tetrahydro-1,8-naphthyridin-2-yl)butyl)amino)-2-(1-(8-fluoroquinazolin-4-yl)cyclopropane-1-carboxamido)butanoic acid FC[C@H](CN(CC[C@@H](C(=O)O)NC(=O)C1(CC1)C1=NC=NC2=C(C=CC=C12)F)CCCCC1=NC=2NCCCC2C=C1)OC